2-(4-Methylpiperidin-1-yl)-3-nitropyridine CC1CCN(CC1)C1=NC=CC=C1[N+](=O)[O-]